5-{[(2,2-Dimethylpropanoyl)amino]methyl}-N-[1-(2-methoxypyridin-4-yl)-1H-indazol-4-yl]-2-(trifluoromethyl)benzamide CC(C(=O)NCC=1C=CC(=C(C(=O)NC2=C3C=NN(C3=CC=C2)C2=CC(=NC=C2)OC)C1)C(F)(F)F)(C)C